tert-butyl 4-(1,4-dimethyl-2-(4-(methylsulfonyl)phenyl)-1H-benzo[d]imidazol-6-yl)-3,6-dihydropyridine-1(2H)-carboxylate CN1C(=NC2=C1C=C(C=C2C)C=2CCN(CC2)C(=O)OC(C)(C)C)C2=CC=C(C=C2)S(=O)(=O)C